1-(3-bromo-2-fluorophenyl)cyclopropane-1-carboxylic acid ethyl ester C(C)OC(=O)C1(CC1)C1=C(C(=CC=C1)Br)F